OC(COC1=CC(=NC(=N1)N1C=NC=C1)C(=O)NC1=CC(=NC=C1)C(F)(F)F)(C)C 6-(2-hydroxy-2-methylpropoxy)-2-(1H-imidazol-1-yl)-N-(2-(trifluoromethyl)pyridin-4-yl)pyrimidine-4-carboxamide